2-(3-fluoro-4-((2-methoxybenzamido)methyl)phenyl)-9,10-dihydro-4H-benzo[d]pyrazolo[1,5-a][1,3]diazepine-3-carboxamide FC=1C=C(C=CC1CNC(C1=C(C=CC=C1)OC)=O)C1=NN2C(NC3=C(CC2)C=CC=C3)=C1C(=O)N